2-methyl-4-({(1R)-1-[3-(trifluoromethyl)phenyl]ethyl}amino)pyrido[3,4-d]pyrimidin CC=1N=C(C2=C(N1)C=NC=C2)N[C@H](C)C2=CC(=CC=C2)C(F)(F)F